C1(=CC=CC=C1)S(=O)(=O)NC=1C=C(C=CC1)\C=C/[C@@H](CCOC1=C(C=CC=C1)CCC(=O)O)O 3-[2-[(Z,3R)-5-[3-(Benzenesulfonamido)phenyl]-3-hydroxypent-4-enoxy]phenyl]propanoic acid